FC=1C(=C2C(=NC1)N(N=C2C)C2OCCCC2)I fluoro-4-iodo-3-methyl-1-(tetrahydro-2H-pyran-2-yl)-1H-pyrazolo[3,4-b]Pyridine